Dimethylsilanediyl(4-ferrocenyl-2-methylindenyl)(2,3,4,5-tetramethylcyclopentadienyl)zirconium dichloride [Cl-].[Cl-].C[Si](=[Zr+2](C1C(=C(C(=C1C)C)C)C)C1C(=CC2=C(C=CC=C12)[C-]1C=CC=C1)C)C.[CH-]1C=CC=C1.[Fe+2]